NC1=CC=CC(=N1)S(=O)(=O)NC(=O)C=1C(=NC(=CC1)C1=C(C=CC(=C1)F)OC)OC1=C(C=C(C=C1C)C)C N-[(6-Amino-2-pyridyl)sulfonyl]-6-(5-fluoro-2-methoxyphenyl)-2-(2,4,6-trimethylphenoxy)pyridin-3-carboxamid